1-chloro-2-fluoro-3-isocyanatobenzene ClC1=C(C(=CC=C1)N=C=O)F